1-(6-(t-butoxy)hexyl)-N-(t-butyl)-1-(1,2-dimethyl-3H-benzo[B]cyclopenta[d]thiophen-3-yl)-1-methylsilanylamine C(C)(C)(C)OCCCCCC[Si](C)(C1C(=C(C=2C3=C(SC21)C=CC=C3)C)C)NC(C)(C)C